(S)-5-(3-(tert-butoxy)-2-((1,3-dioxoisoindolin-2-yl)oxy)-3-oxopropoxy)-2-(3-((tert-butoxycarbonyl)amino)propyl)-1-methyl-2H-indazol-1-ium C(C)(C)(C)OC([C@H](COC1=CC2=CN([N+](=C2C=C1)C)CCCNC(=O)OC(C)(C)C)ON1C(C2=CC=CC=C2C1=O)=O)=O